3-methyl-5-mercapto-1,2,4-triazole CC1=NNC(=N1)S